5-(3,4-difluorophenyl)-1-(2-fluorophenyl)-1H-pyrazole-3-carboxylic acid ethyl ester C(C)OC(=O)C1=NN(C(=C1)C1=CC(=C(C=C1)F)F)C1=C(C=CC=C1)F